1-(1-oxo-1,2-dihydroisoquinolin-5-yl)-5-(trifluoromethyl)-N-(4-(trifluoromethyl)pyridin-2-yl)-1H-pyrazole-4-carboxamide O=C1NC=CC2=C(C=CC=C12)N1N=CC(=C1C(F)(F)F)C(=O)NC1=NC=CC(=C1)C(F)(F)F